N1=CC=CC=2CN(CCC12)C1=C(C=C(C=N1)C#N)C 6-(7,8-dihydro-5H-1,6-naphthyridin-6-yl)-5-methyl-pyridine-3-carbonitrile